O1N=C(CC1)C=1C(=C(C(=O)O)C=CC1S(=O)(=O)C)C 3-(4,5-dihydro-isoxazol-3-yl)-2-methyl-4-methylsulfonyl-benzoic acid